NC=1C=C(C=NC1)C1=CC2=C(NC(O2)=O)C=C1 6-(5-aminopyridin-3-yl)benzo[d]oxazol-2(3H)-one